OCCCCCOC1=CC=C(C(=O)OC)C=C1 methyl 4-(5-hydroxypentyloxy)benzoate